N-(1-Methylpiperidin-4-yl)-5-(2-(neopentylamino)-7H-pyrrolo[2,3-d]pyrimidin-5-yl)pyrazolo[1,5-a]pyridine-3-carboxamide CN1CCC(CC1)NC(=O)C=1C=NN2C1C=C(C=C2)C2=CNC=1N=C(N=CC12)NCC(C)(C)C